1-(tert-butyl) 4-ethyl (3S)-2-(6-methoxy-5-(methoxymethoxy)benzo[b]thiophene-2-carbonyl)-3-methylsuccinate COC=1C(=CC2=C(SC(=C2)C(=O)C(C(=O)OC(C)(C)C)[C@@H](C(=O)OCC)C)C1)OCOC